N-(4-(4-amino-5-(3-methoxy-4-(pyridin-4-yloxy)phenyl)-7-methyl-7H-pyrrolo[2,3-d]pyrimidin-6-yl)phenyl)acrylamide NC=1C2=C(N=CN1)N(C(=C2C2=CC(=C(C=C2)OC2=CC=NC=C2)OC)C2=CC=C(C=C2)NC(C=C)=O)C